4-(6-((1-(4-(Difluoromethyl)phenyl)-4-methyl-1H-1,2,3-triazol-5-yl)methoxy)-4-methylpyridazin-3-yl)piperazin-2-one FC(C1=CC=C(C=C1)N1N=NC(=C1COC1=CC(=C(N=N1)N1CC(NCC1)=O)C)C)F